NC1=NC=CC(=C1Cl)SC=1C=2N(C(=NC1)N1CCC3(CCN(CC3NC(OC(C)(C)C)=O)C3=NC=C(C=N3)F)CC1)C=NN2 tert-butyl (9-(8-((2-amino-3-chloropyridin-4-yl)thio)-[1,2,4]triazolo[4,3-c]pyrimidin-5-yl)-3-(5-fluoropyrimidin-2-yl)-3,9-diazaspiro[5.5]undecane-1-yl)carbamate